3-(4-(4-(6-((4-(4-chloro-7,7-dimethyl-5-oxo-5,7-dihydroindolo[1,2-a]quinazolin-10-yl)piperazin-1-yl)methyl)pyridazin-3-yl)piperazin-1-yl)-2,6-difluorophenyl)piperidine-2,6-dione ClC=1C=2C(N=C3N(C2C=CC1)C1=CC(=CC=C1C3(C)C)N3CCN(CC3)CC3=CC=C(N=N3)N3CCN(CC3)C3=CC(=C(C(=C3)F)C3C(NC(CC3)=O)=O)F)=O